tert-butyl N-{1-[(difluoromethoxy)methyl]cyclopropyl}-N-methylcarbamate FC(OCC1(CC1)N(C(OC(C)(C)C)=O)C)F